5-(3-methoxycarbonyl-4-methoxyphenyl)thianthrene tetrafluoroborate F[B-](F)(F)F.COC(=O)C=1C=C(C=CC1OC)S1C=2C=CC=CC2SC2=CC=CC=C12